(4S)-4-amino-4-(carbamoyl)butanamide N[C@@H](CCC(=O)N)C(N)=O